FC1=CC=C(C(=O)NCC(C(F)(F)F)(O)O)C=C1 4-fluoro-N-(3,3,3-trifluoro-2,2-dihydroxypropyl)benzamide